3-isopropoxybenzenesuccinic acid dipropyl ester C(CC)OC(CC(C(=O)OCCC)C1=CC(=CC=C1)OC(C)C)=O